ClC=1C=C(C=CC1)C1=CC(=CC=C1C)[C@H](CC(=O)OCC)NC(=O)NC=1C(N(C=CC1O)C)=O ethyl (S)-3-(3'-chloro-6-methylbiphenyl-3-yl)-3-(3-(4-hydroxy-1-methyl-2-oxo-1,2-dihydro pyridin-3-yl)ureido)propanoate